O=C(C(=O)O)NC1=C(C=C(C=C1C)C)C 2-oxo-2-(2,4,6-trimethylanilino)acetic acid